N=1N2C(CNC1)=NC=C2 3,4-dihydroimidazo[2,1-f][1,2,4]triazine